3-Cyclopentene-1-butanol C1(CC=CC1)CCCCO